but-2-en-1-yl acetate C(C)(=O)OCC=CC